C(CCCC)C1=C(C=CC=C1)OC(NC1CC(CC(C1)(C)C)(C)CNC(=O)OC1=C(C=CC=C1)CCCCC)=O 3-((pentylphenoxy)carbonylamino-methyl)-3,5,5-trimethylcyclohexylcarbamic acid (pentylphenyl) ester